8-(3-Chloro-2-methylphenyl)-9-(4-((1-(3-fluoropropyl)azetidin-3-yliden)methyl)phenyl)-6,7-dihydro-5H-benzo[7]annulen ClC=1C(=C(C=CC1)C=1CCCC2=C(C1C1=CC=C(C=C1)C=C1CN(C1)CCCF)C=CC=C2)C